C1(CCCC1)NC1=NC=C2N=C(N(C2=N1)C1CCC(CC1)C(=O)N)NC1=C(C=C(C=C1)Cl)Cl (1s,4s)-4-(2-(cyclopentylamino)-8-(2,4-dichlorophenylamino)-9H-purin-9-yl)cyclohexanecarboxamide